2-(4-methyl-3-{[(2Z)-3-{[2-(trimethylsilyl) ethoxy] methyl}-2,3-dihydro-1,3-benzothiazol-2-ylidene] amino}-5H,6H,7H,8H-pyrido[2,3-c]pyridazin-8-yl)-1,3-thiazole-4-carboxylate CC=1C2=C(N=NC1\N=C\1/SC3=C(N1COCC[Si](C)(C)C)C=CC=C3)N(CCC2)C=2SC=C(N2)C(=O)[O-]